1-{2-methoxy-1-[2-(2,2,2-trifluoro-ethoxy)-pyridin-4-yl]-ethyl}-1-methyl-3-spiro[3.3]hept-2-yl-urea COCC(C1=CC(=NC=C1)OCC(F)(F)F)N(C(=O)NC1CC2(C1)CCC2)C